C(CCC)[S@](=NC(C1=CC=CC=C1)=O)C1=C(C(=CC=C1)C)C1=C(C=CC=C1C)I N-((S)-butyl((R)-2'-iodo-6,6'-dimethyl-[1,1'-biphenyl]-2-yl)-λ4-sulfaneylidene)benzamide